[N+](=O)([O-])C1=C2C=CN(C2=CC=C1)S(=O)(=O)C1=CC=CC=C1 4-nitro-1-(phenylsulfonyl)-1H-indole